4-(3,8-diazabicyclo[3.2.1]octan-3-yl)-N-(6-methoxy-2-methylpyrazolo[1,5-a]pyridin-5-yl)-2,3-dihydro-1H-pyrrolo[2,3-b]pyridine-1-carboxamide formate C(=O)O.C12CN(CC(CC1)N2)C2=C1C(=NC=C2)N(CC1)C(=O)NC1=CC=2N(C=C1OC)N=C(C2)C